BrC=1C(=C=C=C2C(C(C12)O)(F)F)OC=1C=C(C(=O)N)C=C(C1)F 3-(5-bromo-8,8-difluoro-7-hydroxybicyclo[4.2.0]oct-1,3,5-triene-2-enyloxy)-5-fluorobenzamide